BrC=1C=C2C(=NC(=NC2=CC1)NN)NC(C)C=1C(=C(C#N)C=CC1)C 3-[1-(6-bromo-2-hydrazino-quinazolin-4-ylamino)-ethyl]-2-methyl-benzonitrile